ClC=1C=CC(=C(C1)N1CON(CO1)C(C(=O)O)CC1=NN(C=C1)C1CC1)N1N=NC(=C1)Cl 2-(4-(5-chloro-2-(4-chloro-1H-1,2,3-triazol-1-yl)phenyl)-2,5-dioxapiperazin-1-yl)-3-(1-cyclopropyl-1H-pyrazol-3-yl)propionic acid